Nα-acetyl-L-serine C(C)(=O)N[C@@H](CO)C(=O)O